BrC=1C=C(C=2CCCCC2C1)C1=C(C(=CC=2CCCCC12)Br)O[Si](C)(C)C(C)(C)C (1R)-3,3'-dibromo-2'-[[(1,1-dimethylethyl)dimethylsilyl]oxy]-5,5',6,6',7,7',8,8'-octahydro[1,1-binaphthalen]